C(=O)N[C@@H](CC1=CNC2=CC=CC=C12)C(=O)O |r| N-formyl-DL-tryptophan